FC(OC[C@@H](CCCN1C(C2=CC(=C(C=C2C=C1)C1=NN2C(CNCC2)=N1)F)=O)NC=1C=NNC(C1C(F)(F)F)=O)F (R)-2-(5-(difluoromethoxy)-4-((6-oxo-5-(trifluoromethyl)-1,6-dihydropyridazin-4-yl)amino)pentyl)-7-fluoro-6-(5,6,7,8-tetrahydro-[1,2,4]triazolo[1,5-a]pyrazin-2-yl)isoquinolin-1(2H)-one